methyl 7-(6-(oxazol-2-yl) indolin-1-yl)-7-oxoheptanoate O1C(=NC=C1)C1=CC=C2CCN(C2=C1)C(CCCCCC(=O)OC)=O